C(C)C=1C=C(C=C(C1)CC)P(C1=CC(=CC(=C1)CC)CC)C[C@H]1[C@@H](CC1)CP(C1=CC(=CC(=C1)CC)CC)C1=CC(=CC(=C1)CC)CC trans-1,2-bis(bis(3,5-di-ethylphenyl)phosphinomethyl)-cyclobutane